4',6'-bis(4-(9H-carbazol-9-yl)phenyl)-4,4''-di(9H-carbazol-9-yl)-5'-(2,6-dimethylpyridin-4-yl)-[1,1':2',1''-terphenyl]-3'-carbonitrile C1=CC=CC=2C3=CC=CC=C3N(C12)C1=CC=C(C=C1)C1=C(C(=C(C(=C1C1=CC(=NC(=C1)C)C)C1=CC=C(C=C1)N1C2=CC=CC=C2C=2C=CC=CC12)C1=CC=C(C=C1)N1C2=CC=CC=C2C=2C=CC=CC12)C1=CC=C(C=C1)N1C2=CC=CC=C2C=2C=CC=CC12)C#N